methyl 2-benzyl-5-iodo-3-oxo-7-phenyl-2-azabicyclo[4.1.0]heptene-7-carboxylate C(C1=CC=CC=C1)N1C=2C(C2C(CC1=O)I)(C(=O)OC)C1=CC=CC=C1